2-bromo-2-(7-bromo-1,5-naphthyridin-2-yl)-1-(6-methylpyridin-2-yl)ethan-1-one BrC(C(=O)C1=NC(=CC=C1)C)C1=NC2=CC(=CN=C2C=C1)Br